C(C)(=O)O[C@H]1[C@@H](N(C[C@@H]1OC(=O)OC(C)(C)C)C(=O)OC(C)(C)C)CC1=CC=C(C=C1)C1=CC(=C(C=C1)F)F tert-butyl (2S,3S,4S)-3-(acetyloxy)-4-[(tert-butoxycarbonyl)oxy]-2-({3',4'-difluoro-[1,1'-biphenyl]-4-yl}methyl)pyrrolidine-1-carboxylate